1-methyl-2,6-dioxopiperidine CN1C(CCCC1=O)=O